FC1=C(C=CC(=N1)C(=O)NC([2H])([2H])[2H])N1CCN(CC1)CC=1C=C2NC(C(=NC2=CC1)CCC)=O 6-fluoro-N-(methyl-d3)-5-(4-((3-oxo-2-propyl-3,4-dihydroquinoxalin-6-yl)methyl)piperazine-1-yl)pyridine-2-carboxamide